ON1C(CN(CC1)O)(C)C 1,4-dihydroxy-2,2-dimethylpiperazine